(2S,5R)-N-{[{2R,4R}-4-{1H-Pyrrol-1-ylmethyl}-pyrrolidin-2-yl]methyloxy}-7-oxo-6-(sulfooxy)-1,6-diazabicyclo[3.2.1]octane-2-carboxamide N1(C=CC=C1)C[C@@H]1C[C@@H](NC1)CONC(=O)[C@H]1N2C(N([C@H](CC1)C2)OS(=O)(=O)O)=O